2,2-difluoroethyl-trifluoromethanesulfonate FC(COS(=O)(=O)C(F)(F)F)F